N-(1-(4-Aminophenyl)-2-(benzylamino)-2-oxoethyl)-N-(4-methoxyphenyl)-propiolamide NC1=CC=C(C=C1)C(C(=O)NCC1=CC=CC=C1)N(C(C#C)=O)C1=CC=C(C=C1)OC